3-(2,3-dihydroimidazo[2,1-b]oxazol-6-yl)-N-Methyl-4-((5-(trifluoromethyl)pyridin-2-yl)amino)benzenesulfonamide O1C=2N(CC1)C=C(N2)C=2C=C(C=CC2NC2=NC=C(C=C2)C(F)(F)F)S(=O)(=O)NC